methyl (R)-3-(4,4,5,5-tetramethyl-1,3,2-dioxaborolan-2-yl)cyclohex-3-ene-1-carboxylate CC1(OB(OC1(C)C)C=1C[C@@H](CCC1)C(=O)OC)C